FC1=C(C=C2C=CN(C(C2=C1F)=O)CCC[C@H](CO)NC=1C=NN(C(C1C(F)(F)F)=O)COCC[Si](C)(C)C)C1=NC=C(C=N1)C(F)(F)F 7,8-difluoro-2-[(4R)-5-hydroxy-4-[[6-oxo-5-(trifluoromethyl)-1-(2-trimethylsilylethoxymethyl)pyridazin-4-yl]amino]pentyl]-6-[5-(trifluoromethyl)pyrimidin-2-yl]isoquinolin-1-one